COC1=C(C=C(C2=CC=CC=C12)C(C)NS(=O)C(C)(C)C)C=1C=NN(C1)C N-(1-(4-methoxy-3-(1-methyl-1H-pyrazol-4-yl)naphthalen-1-yl)ethyl)-2-methylpropane-2-sulfinamide